(1S,3R)-3-(3-(2-(3-methylisoxazol-5-yl)acetamido)-1H-1,2,4-triazol-1-yl)cyclopentyl (1-methylcyclopropyl)carbamate CC1(CC1)NC(O[C@@H]1C[C@@H](CC1)N1N=C(N=C1)NC(CC1=CC(=NO1)C)=O)=O